O1COC2=C1C=CC(=C2)C2=C(C=C(C=C2)N=C=O)C=2N=NN(N2)C(C2=CC=CC=C2)(C2=CC=CC=C2)C2=CC=CC=C2 5-(2-(benzo[d][1,3]dioxolan-5-yl)-5-isocyanatophenyl)-2-trityl-2H-tetrazole